(S,Z)-1-((5-chloro-3'-(prop-1-yn-1-yl)-[1,1'-biphenyl]-2-yl)sulfonyl)-4-fluoro-N-(4-(methylsulfonyl)but-3-en-2-yl)piperidine-4-carboxamide ClC=1C=CC(=C(C1)C1=CC(=CC=C1)C#CC)S(=O)(=O)N1CCC(CC1)(C(=O)N[C@@H](C)\C=C/S(=O)(=O)C)F